C(C)(C)(C)C1CCC(CC1)CC(=O)O.C(C)(C)(C)C1CCC(CC1)CC(=O)O.C(C(=C)C)(=O)OCCC[Si](OC)(OC)OCC γ-methacryloxypropyl-ethoxydimethoxysilane Para-tert-butyl-cyclohexyl-acetate (4-(tert-butyl)cyclohexyl-acetate)